1-Heptadecenal C(=CCCCCCCCCCCCCCCC)=O